N-(3-chloro-2-fluorophenylmethyl)-2-(pentan-2-ylamino)acetamide ClC=1C(=C(C=CC1)CNC(CNC(C)CCC)=O)F